ClC1=CC2=C(C=N1)C(=CN2C2=NC(=CC(=C2)C)[C@]2(COCC2)OC)C (R)-6-chloro-1-(6-(3-methoxytetrahydrofuran-3-yl)-4-methylpyridin-2-yl)-3-methyl-1H-pyrrolo[3,2-c]pyridine